2-(4-iodostyryl)aniline methyl-2-(4-(N-(8'-bromo-4'H-spiro[cyclopropane-1,5'-naphtho[2,1-d]isoxazol]-3'-yl)sulfamoyl)-3,5-dimethoxyphenyl)acetate COC(CC1=CC(=C(C(=C1)OC)S(NC1=NOC2=C1CC1(C3=CC=C(C=C32)Br)CC1)(=O)=O)OC)=O.IC1=CC=C(C=CC3=C(N)C=CC=C3)C=C1